4-((3-nitrophenyl)diazenyl)phenol [N+](=O)([O-])C=1C=C(C=CC1)N=NC1=CC=C(C=C1)O